COC1=C(C=C(C(=C1)SCCF)OC)CCN 2-[2,5-dimethoxy-4-(2-fluoroethylthio)phenyl]ethylamine